C(C)(C)(C)OC(CN1CCN(CC1)C(=O)NCCCC[C@H](N(C)C(=O)OC(C)(C)C)C(=O)O)=O N6-(4-(2-(tert-butoxy)-2-oxoethyl)piperazine-1-carbonyl)-N2-(tert-butoxycarbonyl)-N2-methyl-L-lysine